(S)-(-)-2-acetoxysuccinic anhydride CC(=O)O[C@H]1CC(=O)OC1=O